Oxepin-4(5H)-one O1C=CC(CC=C1)=O